ClCC(=O)NC1=C(C=C(C=C1)F)Cl 2-chloro-N-(2-chloro-4-fluorophenyl)acetamide